ClCC1=CC(=CC2=C1N=C(O2)C)F 4-(chloromethyl)-6-fluoro-2-methyl-1,3-benzoxazole